6,7,8,9-tetrahydro-5H-cyclohepta[b]pyridine N1=C2C(=CC=C1)CCCCC2